3-Bromo-9-chloro-8-hydroxy-6,6-dimethyl-5,6-dihydro-11H-benzo[b]carbazol-11-one BrC1=CC=C2C=3C(C4=C(C(C3NC2=C1)(C)C)C=C(C(=C4)Cl)O)=O